COC1=C(C=CC(=C1)CC=C)OS(=O)(=O)[O-] The molecule is a phenyl sulfate oxoanion that is the conjugate base of eugenol sulfate, obtained by deprotonation of the sulfo group; major species at pH 7.3. It is a conjugate base of a eugenol sulfate.